2-((6-bromobenzo[d]thiazol-2-yl)amino)-4-ethylpyridine BrC1=CC2=C(N=C(S2)NC2=NC=CC(=C2)CC)C=C1